2-((5-(1H-pyrazol-4-yl)pyridin-2-yl)methyl)oxazole-4-carboxylic acid N1N=CC(=C1)C=1C=CC(=NC1)CC=1OC=C(N1)C(=O)O